(1R,3r)-1-methyl-3-((R)-4-methyl-3-((S)-1,1,1-trifluoro-2-hydroxypropan-2-yl)-4,5-dihydro-7H-isoxazolo[5,4-e]indazol-7-yl)cyclobutane CC1CC(C1)N1N=C2C[C@H](C3=C(C2=C1)ON=C3[C@](C(F)(F)F)(C)O)C